C1(CC1)C1=NNC=C1C1=NC2=CC(=C(C=C2C(=C1)C(C)C)N1N=C(N(C1=O)CC)CO)F 1-(2-(3-Cyclopropyl-1H-pyrazol-4-yl)-7-fluoro-4-isopropylquinolin-6-yl)-4-ethyl-3-(hydroxymethyl)-1H-1,2,4-triazol-5(4H)-one